4-benzyl bromo-p-toluenesulfonate BrCC1=CC=C(C=C1)S(=O)(=O)OCC1=CC=CC=C1